C(C)(C)(C)N=[W](N(C)C)(N(C)C)=NC(C)(C)C di(tertiary butyl-imino)di(dimethylamino)tungsten